(3aR,5s,6aS)-N-(4-methyl-6-phenylpyridazin-3-yl)-2-((tetrahydro-2H-pyran-4-yl)methyl-d2)octahydrocyclopenta[c]pyrrol-5-amine CC1=C(N=NC(=C1)C1=CC=CC=C1)NC1C[C@@H]2[C@@H](CN(C2)C([2H])([2H])C2CCOCC2)C1